Palladium(II) Trifluoroacetate FC(C(=O)[O-])(F)F.[Pd+2].FC(C(=O)[O-])(F)F